C1(CC1)C1=C(C(=NO1)C1=C(C=CC=C1Cl)Cl)CO[C@H]1[C@@H]2CN([C@H](C1)C2)C=2SC1=C(N2)C=CC(=C1)C(=O)OC methyl 2-((1S,4S,5R)-5-((5-cyclopropyl-3-(2,6-dichlorophenyl) isoxazol-4-yl)methoxy)-2-azabicyclo[2.2.1]heptan-2-yl)benzo[d]thiazole-6-carboxylate